O=C1C(C=NC=C1)C(=O)N 4-oxopyridine-3-carboxamide